[P+4].P([O-])(=O)(OP(=O)([O-])OP(=O)([O-])[O-])OC[C@@H]1[C@H]([C@H]([C@@H](O1)N1C=NC=2C(O)=NC=NC12)O)O inosine-5'-triphosphate phosphorus